ClC1=C(CC2=CC3=C(OCC(N3)=O)C=C2)C=C(C=C1)[C@@H]1O[C@@H]([C@H]([C@@H]([C@H]1O)O)O)CO 6-(2-chloro-5-((2S,3R,4R,5S,6R)-3,4,5-trihydroxy-6-(hydroxymethyl)tetrahydro-2H-pyran-2-yl)benzyl)-2H-benzo[b][1,4]oxazin-3(4H)-one